BrC1=CC=C2C=3C(C4=C(C(C3NC2=C1)(C)C)C=C(C(=C4)CC)C4CCNCC4)=O 3-bromo-9-ethyl-6,6-dimethyl-8-(piperidin-4-yl)-5,6-dihydro-11H-benzo[b]carbazole-11-one